(S)-8-amino-1,2,4a,5-tetrahydrobenzo[b]pyrazin NC=1C=CC[C@H]2C1NCC=N2